CC1=C(N)C(=CC(=C1)C)C 2,6-dimethyl-4-methylaniline